C(C)OC=1C=CC=NC1 (RS)-5-Ethoxy-pyridin